CCCC=C methylbut-3-en